CC1=CN=C(C2=CC=CC=C12)N 4-methylisoquinolin-1-amine